[I-].[I-].[I-].[Cs+].[Pb+2] lead-cesium triiodide